2-(2-methoxyethyl)-1-benzofuran-6-sulfonyl chloride COCCC=1OC2=C(C1)C=CC(=C2)S(=O)(=O)Cl